ClC1=C(C(=C(N)C=C1)F)COC=1C=C2C(=NC1)N(N=C2C)C2OCCCC2 4-chloro-2-fluoro-3-([[3-methyl-1-(oxan-2-yl)pyrazolo[3,4-b]pyridin-5-yl]oxy]methyl)aniline